BrC=1C(=NN(C1C(=O)[C@](N)(CC(C)C)C(=O)N[C@@H](C[C@H]1C(NCC1)=O)C#N)CC)C 2-[(4-bromo-1-ethyl-3-methyl-1H-pyrazol-5-yl)carbonyl]-N-{(1S)-1-cyano-2-[(3S)-2-oxopyrrolidin-3-yl]Ethyl}-L-leucinoamide